NC1=NC=NN2C1=CC=C2[C@H]2[C@@H]([C@@H]([C@@](O2)(CF)COP(=O)(OC2=CC=CC=C2)N[C@H](C)C(=O)OCCCCCC)O)O hexyl (R)-((((2R,3S,4R,5S)-5-(4-aminopyrrolo[2,1-f][1,2,4]triazin-7-yl)-2-(fluoromethyl)-3,4-dihydroxytetrahydrofuran-2-yl) methoxy) (phenoxy) phosphoryl)-L-alaninate